triisopropyl-3,6-dimethoxybiphenyl C(C)(C)C=1C(=C(C(=C(C1OC)C1=CC=CC=C1)C(C)C)OC)C(C)C